N=1CCCC1C=1C=CC(=NC1)C 5-(3,4-dihydro-2H-pyrrol-5-yl)-2-methylpyridine